[Na].ClC(C(=O)O)(CCl)C 2,3-dichloroisobutyric acid sodium